trans-2-((4-((S)-3-(5-cyanopyridin-3-yl)isoxazolidine-2-carbonyl)cyclohexyl)methyl)-2H-indazole-6-carbonitrile C(#N)C=1C=C(C=NC1)[C@H]1N(OCC1)C(=O)[C@@H]1CC[C@H](CC1)CN1N=C2C=C(C=CC2=C1)C#N